(1R,3R,4R)-N-[(1S)-1-cyano-2-[(3R)-2-oxo-3-piperidyl]ethyl]-5,5-difluoro-2-[(2S)-4-methyl-2-[(2,2,2-trifluoroacetyl)amino]pentanoyl]-2-azabicyclo[2.2.2]octane-3-carboxamide C(#N)[C@H](C[C@@H]1C(NCCC1)=O)NC(=O)[C@@H]1N([C@H]2CC([C@@H]1CC2)(F)F)C([C@H](CC(C)C)NC(C(F)(F)F)=O)=O